C(#N)C1=C(OC=2C=C3C(N(C=NC3=CC2)CCCN(C(OC(C)(C)C)=O)C)=O)C(=CC=C1F)F tert-butyl N-[3-[6-(2-cyano-3,6-difluoro-phenoxy)-4-oxo-quinazolin-3-yl]propyl]-N-methyl-carbamate